FC1=CC=C(C=C1)N1C=2N(CCC1)N=C(N2)N 4-(4-fluorophenyl)-6,7-dihydro-5H-[1,2,4]Triazolo[1,5-a]Pyrimidin-2-amine